NC1=NC=NC=2N(C3=C(C=C(C=C3C21)Br)F)CC(=O)N2C1CC1(CC2C(=O)NC2=NC(=CC=C2)Br)C 2-(2-(4-amino-6-bromo-8-fluoro-9H-pyrimido[4,5-b]indol-9-yl)acetyl)-N-(6-bromopyridin-2-yl)-5-methyl-2-azabicyclo[3.1.0]hexane-3-carboxamide